O=C1NC(CCC1N1C(C2=CC=CC(=C2C1=O)NC1CC(C1)OCC1CCN(CC1)C(=O)OCC1=CC=CC=C1)=O)=O 1-Benzyl 4-[[3-[[2-(2,6-dioxo-3-piperidyl)-1,3-dioxo-isoindolin-4-yl]amino]cyclobutoxy]methyl]piperidine-1-carboxylate